ClC=1C(=NC(=NC1)NC1CCOCC1)C1=CC=C2CN(C(C2=C1)=O)[C@@H](C(=O)N[C@H](C)C1=NC(=CC=C1F)N(C)C)C (2R)-2-(6-{5-chloro-2-[(oxacyclohex-4-yl)amino]pyrimidin-4-yl}-1-oxo-2,3-dihydro-1H-isoindol-2-yl)-N-[(1R)-1-[6-(dimethylamino)-3-fluoropyridin-2-yl]ethyl]propionamide